CC=1C=NOC1C1=NC2=C(N1CC=1C=NC=CC1)C=CC=C2 4-methyl-5-[1-(pyridin-3-ylmethyl)benzimidazol-2-yl]isoxazole